di-sodium adipate C(CCCCC(=O)[O-])(=O)[O-].[Na+].[Na+]